OCC1(CCCCC1)CO bis(hydroxymethyl)-cyclohexane